methyl {(6S)-4-[4'-({[4-(chlorosulfonyl)-3-fluorophenyl]methyl}carbamoyl)[1,1'-biphenyl]-4-yl]-2,3,9-trimethyl-6H-thieno[3,2-f][1,2,4]triazolo[4,3-a][1,4]diazepin-6-yl}acetate ClS(=O)(=O)C1=C(C=C(C=C1)CNC(=O)C1=CC=C(C=C1)C1=CC=C(C=C1)C1=N[C@H](C=2N(C3=C1C(=C(S3)C)C)C(=NN2)C)CC(=O)OC)F